(4Z)-2-[(1-Acetylindolin-6-yl)amino]-4-(1,3-benzothiazol-6-ylmethylene)-1H-imidazol-5-one C(C)(=O)N1CCC2=CC=C(C=C12)NC=1NC(/C(/N1)=C/C1=CC2=C(N=CS2)C=C1)=O